NC[C@@H]1CCOC2=C1C=CC(=C2)N(C2=CC=C(C#N)C=C2)C 4-{[(4R)-4-(aminomethyl)-3,4-dihydro-2H-1-benzopyran-7-yl](methyl)amino}benzonitrile